cyano-biphenylcarboxylic acid C(#N)C1=C(C(=CC=C1)C1=CC=CC=C1)C(=O)O